4-(6-Methyl-7-(1-(piperidin-4-ylmethyl)-1H-pyrazol-4-yl)imidazo[1,2-b]pyridazin-3-yl)-7-(pyridin-4-yl)quinolone CC=1C(=CC=2N(N1)C(=CN2)C2=CC(NC1=CC(=CC=C21)C2=CC=NC=C2)=O)C=2C=NN(C2)CC2CCNCC2